O1CC(CC1)COC(N[C@H](C(=O)NC=1C(N(C=CC1)CC1=NC2=C(N1)C=CC=C2CC(C)C)=O)CC\C=C\C(=O)N(C)C)=O (Tetrahydrofuran-3-yl)methyl-((S,E)-7-(dimethylamino)-1-((1-((4-isobutyl-1H-benzo[d]imidazol-2-yl)methyl)-2-oxo-1,2-dihydropyridin-3-yl)amino)-1,7-dioxohept-5-en-2-yl)carbamat